FC(OC=1C=C(C=CC1)C1=CN(C2=NC(=CN=C21)C(=O)O)C2=CC=C(C=C2)F)F 7-(3-(difluoromethoxy)phenyl)-5-(4-fluorophenyl)-5H-pyrrolo[2,3-b]pyrazine-3-carboxylic acid